N-benzylideneammonia C(C1=CC=CC=C1)=N